C(C)(=O)N1CCC(CC1)N1C2=NC(=NC=C2N(C1=O)C)NC=1C=C2N=C(C=NC2=CC1C)C 9-(1-Acetylpiperidin-4-yl)-2-((3,7-dimethylquinoxalin-6-yl)amino)-7-methyl-7,9-dihydro-8H-purin-8-one